N-(6-((3R,5S)-3,5-dimethylpiperazin-1-yl)pyridazin-3-yl)-6-ethoxy-2-methylpyrazolo[1,5-a]pyridine-5-carboxamide hydrochloride Cl.C[C@@H]1CN(C[C@@H](N1)C)C1=CC=C(N=N1)NC(=O)C1=CC=2N(C=C1OCC)N=C(C2)C